isobutanoyl 2-propylheptanoyl peroxide C(CC)C(C(=O)OOC(C(C)C)=O)CCCCC